methyl-methionine sulfonium salt [SH3+].CN[C@@H](CCSC)C(=O)[O-]